ClC=1C=C2C=C(N(C2=CC1)CCCS(=O)(=O)C)CN1C(N(C2=C1C=NC=C2)C)=O 3-({5-chloro-1-[3-(methylsulfonyl)propyl]-1H-indol-2-yl}methyl)-1-methyl-1,3-dihydro-2H-imidazo[4,5-c]pyridin-2-one